C(#N)C1=CC=2N(N=C1)C(=CC2)C2=CC(=C(C=N2)C2=NN=C(S2)N2C[C@@H]1C([C@H](C2)C1)NC(C)=O)NC(C)C N-((1R,5S,6s)-3-(5-(6-(3-cyanopyrrolo[1,2-b]pyridazin-7-yl)-4-(isopropylamino)pyridin-3-yl)-1,3,4-thiadiazol-2-yl)-3-azabicyclo[3.1.1]heptan-6-yl)acetamide